6-Fluoro-1,8-dimethyl-4-carbonyl-1,4-dihydroquinoline-2-carboxylic acid methyl ester COC(=O)C=1N(C2=C(C=C(C=C2C(C1)=C=O)F)C)C